((2S,5R)-4-acryloyl-2,5-dimethylpiperazin-1-yl)-1-(2-cyclobutyl-6-(methylsulfonyl)phenyl)-6-fluoro-7-(2-fluoro-6-hydroxyphenyl)pyrido[2,3-d]pyrimidin-2(1H)-one C(C=C)(=O)N1C[C@@H](N(C[C@H]1C)C=1C2=C(N(C(N1)=O)C1=C(C=CC=C1S(=O)(=O)C)C1CCC1)N=C(C(=C2)F)C2=C(C=CC=C2O)F)C